N-(quinolin-8-yl)-4-(trifluoromethyl)pyridine-3-sulfonamide N1=CC=CC2=CC=CC(=C12)NS(=O)(=O)C=1C=NC=CC1C(F)(F)F